methyl 2,4-dimethyldec-9-enoate CC(C(=O)OC)CC(CCCCC=C)C